2-(2-aminoethyl)-1-(cis-4-isopropylcyclohexyl)-7-phenyl-1,2-dihydro-3H-spiro[isoquinoline-4,4-piperidin]-3-one NCCN1C(C2=CC(=CC=C2C2(CCNCC2)C1=O)C1=CC=CC=C1)[C@@H]1CC[C@@H](CC1)C(C)C